N-{[(3aR,4R,6R,6aS)-6-{4-amino-5-bromo-2-chloropyrrolo[2,3-d]pyrimidin-7-yl}-2,2-dimethyl-tetrahydro-3aH-cyclopenta[d][1,3]dioxol-4-yl]methyl}carbamate NC=1C2=C(N=C(N1)Cl)N(C=C2Br)[C@@H]2C[C@@H]([C@@H]1[C@H]2OC(O1)(C)C)CNC([O-])=O